C(C)(C)(C)OC(N[C@@H](C(=O)N)C)=O (R)-(1-amino-1-oxoprop-2-yl)carbamic acid tert-butyl ester